N-Formylpiperazine C(=O)N1CCNCC1